(1r,3as,6ar)-5-(6-chloro-3-cyano-1-methyl-2-oxo-1,2-dihydro-1,5-naphthyridin-4-yl)-1-methylhexahydropyrrolo[3,4-c]pyrrole-2(1H)-carboxylic acid tert-butyl ester C(C)(C)(C)OC(=O)N1[C@@H]([C@H]2CN(C[C@H]2C1)C1=C(C(N(C2=CC=C(N=C12)Cl)C)=O)C#N)C